FC1=C(CN2C(N(C(C3=CC=C(C=C23)C(=O)O)C)C)=O)C(=CC(=C1)OC)F 1-(2,6-Difluoro-4-methoxybenzyl)-3,4-dimethyl-2-oxo-1,2,3,4-tetrahydroquinazoline-7-carboxylic acid